4-(4-hydroxy-3-methoxy-5-nitrobenzylidene)-1,2-dimethyl-imidazol OC1=C(C=C(C=C2N=C(N(C2)C)C)C=C1[N+](=O)[O-])OC